(E)-3-(5-amino-1H-indol-3-yl)-2-methyl-1-(3,4,5-trimethoxyphenyl)prop-2-en-1-one NC=1C=C2C(=CNC2=CC1)/C=C(/C(=O)C1=CC(=C(C(=C1)OC)OC)OC)\C